2,3,5-triiodo-N-(2-oxo-ethyl)benzamide IC1=C(C(=O)NCC=O)C=C(C=C1I)I